C1(CCCCC1)C(=O)C=1C(=C(C(=C(C1O)CC=1C(=C(C(=C(C1O)C)OC)CCCC=O)O)O)CC=1C(=C(C(=C(C1O)C)OC)CCCC=O)O)O 1'-(((5-(cyclohexanecarbonyl)-2,4,6-trihydroxy-1,3-phenylene)bis(methylene))bis(2,4-dihydroxy-6-methoxy-5-methyl-3,1-phenylene))bis(butan-1-one)